ClC1=C(C=CC=C1)OC1=C(C(=O)O[C@@H]1[C@@H](O)CO)O o-chlorophenyl-ascorbate